N-(1,2-Dimethylazetidin-3-yl)-5,7-diphenylpyrazolo[1,5-a]pyrimidine-2-carboxamide CN1C(C(C1)NC(=O)C1=NN2C(N=C(C=C2C2=CC=CC=C2)C2=CC=CC=C2)=C1)C